Dimethylsilanediyl-(3-isopropyl-1H-inden-1-yl)(2-methyl-4-(4-tert-butylphenyl)-1H-inden-1-yl)zirconium dichloride [Cl-].[Cl-].C[Si](=[Zr+2](C1C(=CC2=C(C=CC=C12)C1=CC=C(C=C1)C(C)(C)C)C)C1C=C(C2=CC=CC=C12)C(C)C)C